P(=O)(O)(O)O.N1=CN=C(C2=C1NC=C2)C=2C=NN(C2)C(=CC#N)C2CCCC2 (R)-3-(4-(7H-pyrrolo[2,3-d]pyrimidin-4-yl)-1H-pyrazol-1-yl)-3-cyclopentyl-acrylonitrile phosphate